(4-fluorophenyl)(4-(((1s,4s)-4-hydroxycyclohexyl)amino)-2-((4-(4-methylpiperazin-1-yl)phenyl)amino)-7H-pyrrolo[2,3-d]pyrimidin-5-yl)methanone FC1=CC=C(C=C1)C(=O)C1=CNC=2N=C(N=C(C21)NC2CCC(CC2)O)NC2=CC=C(C=C2)N2CCN(CC2)C